CP(C1=CC=CC=C1)CCC (-)-methyl-n-propylphenylphosphine